[Cl-].N1N=CC=C1C=1C=C(C=CC1)[NH2+]CC1=NC(=C(C=C1)C(C)C)F (3-(1H-pyrazol-5-yl)phenyl)(6-fluoro-5-isopropylpyridin-2-yl)methylammonium chloride